C(C)N1N=C(C2=C(C=CC=C12)CC1=CC=C(C=C1)C(F)(F)F)C(=O)NC1CC2(CC(C2)C(=O)O[C@@H](C)C2=CC=CC=C2)C1 cis-(S)-1-phenylethyl 6-(1-ethyl-4-(4-(trifluoromethyl)benzyl)-1H-indazole-3-carboxamido)spiro[3.3]heptane-2-carboxylate